(1S)-[N,N-bis(2-methoxyethyl)carbamoyl]ethyl methyl (2E)-but-2-ene-1,4-dioate C(\C=C\C(=O)OC)(=O)OCCC(N(CCOC)CCOC)=O